[C@H]1(C=CCCC1)[C@H](O)C12NC(CC2(OC1=O)C)=O ((S)-((S)-cyclohex-2-en-1-yl)(hydroxy)methyl)-5-methyl-6-oxa-2-azabicyclo[3.2.0]Heptane-3,7-dione